ClC1=CC=C(OCC2=NN=C(S2)NC(C2=CN=C(C=C2C2=C(C(=CC=C2OC)CO)F)C)=O)C=C1 N-(5-((4-Chlorophenoxy)methyl)-1,3,4-thiadiazol-2-yl)-4-(2-fluoro-3-(hydroxymethyl)-6-methoxyphenyl)-6-methylnicotinamide